BrC=1C(=CSC1)N1C(N(C(CC1)=O)CC1=CC=C(C=C1)OC)=O 1-(4-bromothien-3-yl)-3-(4-methoxybenzyl)dihydropyrimidine-2,4(1H,3H)-dione